methyl-1-morpholinopropan CC(CC)N1CCOCC1